5-(2-cyano-4-((8-methyl-6-oxo-7-(trifluoromethyl)-5,6-dihydro-1,5-naphthyridin-3-yl)methyl)piperazin-1-yl)-N-methylpicolinamide C(#N)C1N(CCN(C1)CC=1C=NC=2C(=C(C(NC2C1)=O)C(F)(F)F)C)C=1C=CC(=NC1)C(=O)NC